2-ethyloxazole-4-carboxamide C(C)C=1OC=C(N1)C(=O)N